CC1=CC=C(COCC=O)C=C1 2-((4-methylbenzyl)oxy)ethan-1-one